(2S,3R,4S,5S,6S)-2-(4-(bromomethyl) phenoxy)-6-(methoxycarbonyl)tetrahydro-2H-pyran-3,4,5-triyl triacetate C(C)(=O)O[C@H]1[C@@H](O[C@@H]([C@H]([C@@H]1OC(C)=O)OC(C)=O)C(=O)OC)OC1=CC=C(C=C1)CBr